FC1([C@@H]([C@@H](N(C1)C(C(C)C)=O)CC=1C(=C(C=CC1)C1=CC(=CC(=C1)F)F)F)NS(=O)(=O)C1CC1)F N-{(2S,3R)-4,4-difluoro-1-(2-methylpropanoyl)-2-[(2,3',5'-trifluoro[1,1'-biphenyl]-3-yl)methyl]pyrrolidin-3-yl}cyclopropanesulfonamide